γ-(methacryloyloxy)propaneOne C(C(=C)C)(=O)OCC(C)=O